8-amino-1-((3-((3R,5R)-5-(4-chlorophenyl)tetrahydro-furan-3-yl)-1,2,4-oxadiazol-5-yl)methyl)-7-methyl-1,7-dihydro-6H-purin-6-one NC1=NC=2N=CN(C(C2N1C)=O)CC1=NC(=NO1)[C@@H]1CO[C@H](C1)C1=CC=C(C=C1)Cl